2-[2-[(4-pyrrolidin-1-ylsulfonyl-1,3-benzothiazol-2-yl)methylcarbamoyl]indan-2-yl]acetic Acid N1(CCCC1)S(=O)(=O)C1=CC=CC2=C1N=C(S2)CNC(=O)C2(CC1=CC=CC=C1C2)CC(=O)O